3-((1S,4S,5S)-5-((7-((5-methyl-1H-pyrazol-3-yl)amino)-1,6-naphthyridin-5-yl)amino)-2-azabicyclo[2.2.2]octan-2-yl)propionitrile CC1=CC(=NN1)NC1=NC(=C2C=CC=NC2=C1)N[C@@H]1[C@@H]2CN([C@H](C1)CC2)CCC#N